NC(C(=O)O)CCC1=CC(=CC=C1)C amino-4-(3-methylphenyl)-butyric acid